3-{2-[3-{[4-methanesulfonyl-3-(trifluoromethyl)phenoxy]methyl}piperazin-1-yl]ethyl}benzonitrile CS(=O)(=O)C1=C(C=C(OCC2CN(CCN2)CCC=2C=C(C#N)C=CC2)C=C1)C(F)(F)F